(2S,5S)-5-{4-[4-(trifluoromethyl)phenyl]-phenyl}-1H-pyrrole-2-carboxamide FC(C1=CC=C(C=C1)C1=CC=C(C=C1)C1=CC=C(N1)C(=O)N)(F)F